Indenylzirconium(IV) trichloride C1=C[C]2[CH][CH][CH][C]2C=C1.Cl[Zr](Cl)Cl